5,7-dimethoxy-2-(m-methoxyphenyl)-flavanone COC1=C2C(CC(OC2=CC(=C1)OC)(C1=CC=CC=C1)C1=CC(=CC=C1)OC)=O